5-nitro-isoindoline [N+](=O)([O-])C=1C=C2CNCC2=CC1